4-[[2-[2-fluoro-5-hydroxy-4-(2-hydroxy-1-methyl-ethyl)phenyl]acetyl]amino]-N-(4-methyltetrahydropyran-4-yl)pyridine-2-carboxamide FC1=C(C=C(C(=C1)C(CO)C)O)CC(=O)NC1=CC(=NC=C1)C(=O)NC1(CCOCC1)C